BrC=1C=C2C=NN(C2=CC1OC)C1CN(C1)C(=O)[O-] 3-(5-bromo-6-methoxy-1H-indazol-1-yl)azetidine-1-carboxylate